C(C)(C)C=1C(=NC=CC1)N1CCN(CC1)C(=O)OC(C)(C)C tert-butyl 4-(3-isopropylpyridin-2-yl)piperazine-1-carboxylate